1,4-bis(((9Z,12Z)-octadeca-9,12-dien-1-yl)oxy)butane-2,3-diyl bis(5-(piperidin-1-yl)pentanoate) N1(CCCCC1)CCCCC(=O)OC(COCCCCCCCC\C=C/C\C=C/CCCCC)C(COCCCCCCCC\C=C/C\C=C/CCCCC)OC(CCCCN1CCCCC1)=O